ClC1=CC=C(C(=O)N2C(=CC3=CC(=CC=C23)OC)C)C=C1 1-(4-CHLORO-BENZOYL)-5-METHOXY-2-METHYL-1H-INDOL